ethyl (3-iodopropionate) ICCC(=O)OCC